N1=CNC2=[N+](C=CC=C21)[O-] 3H-imidazo[4,5-b]pyridine-4-oxide